COC1=C(C=CC=C1)C1=NOC(O1)=O 3-(Methoxyphenyl)-1,4,2-dioxazol-5-one